2,4-dimethylpyrimidine-5-sulfonyl chloride CC1=NC=C(C(=N1)C)S(=O)(=O)Cl